N-[3-[2-(difluoromethoxy)-5-(1-methylsulfonylpyrazol-4-yl)oxy-phenyl]-1-methyl-pyrazol-4-yl]pyrazolo[1,5-a]pyrimidine-3-carboxamide FC(OC1=C(C=C(C=C1)OC=1C=NN(C1)S(=O)(=O)C)C1=NN(C=C1NC(=O)C=1C=NN2C1N=CC=C2)C)F